O.NS(=O)(=O)C1=C(N=C(S1)C(C(=O)NC)C1=CC=C(C=C1)C1=NC=CC=C1)C.NS(=O)(=O)C1=C(N=C(S1)C(C(=O)NC)C1=CC=C(C=C1)C1=NC=CC=C1)C [5-(aminosulfonyl)-4-methyl-1,3-thiazol-2-yl]-N-methyl-2-[4-(2-pyridinyl)phenyl]acetamide hemihydrate